8-(3-Chloroanilino)-1,4-dioxaspiro[4.5]decane-8-carboxylic acid ClC=1C=C(NC2(CCC3(OCCO3)CC2)C(=O)O)C=CC1